C(C)(CC)C1=C(N)C(=CC=C1)C(C)CC 2,6-disec-butylaniline